6-[5-[2-[[1,4-dimethyl-3-[(5-oxomorpholin-2-yl)methoxy]-6,7-dihydro-5H-cyclopenta[c]pyridin-6-yl]methylamino]ethyl]-2-oxo-1,3-oxazolidin-3-yl]-4H-pyrido[3,2-b][1,4]oxazin-3-one CC1=NC(=C(C2=C1CC(C2)CNCCC2CN(C(O2)=O)C=2C=CC=1OCC(NC1N2)=O)C)OCC2CNC(CO2)=O